P(=O)(O)(O)OCCCCCCCC\C=C/CCCCCCCC oleyl alcohol monophosphate